C1(=CC=CC=C1)C=1NC2=C(N1)C=CC(=C2)S(=O)(=O)O Phenyl-3H-benzimidazole-5-sulfonic acid